3-(4-((2-(2,3-dihydrobenzo[b][1,4]dioxin-6-yl)pyrrolidin-1-yl)methyl)-2-methylphenyl)-2-methylpyridine O1C2=C(OCC1)C=C(C=C2)C2N(CCC2)CC2=CC(=C(C=C2)C=2C(=NC=CC2)C)C